methyl (1R,3R)-3-hydroxycyclohexane-1-carboxylate O[C@H]1C[C@@H](CCC1)C(=O)OC